Ethyl-(R)-6-bromo-3-oxo-2-(thiophen-2-yl)-2,3-dihydro-1H-benzol C(C)[C@@H]1C(C(CC=C1Br)=O)C=1SC=CC1